C(C)(C)(C)OC(NCCC=1C(OC2=CC(=CC=C2C1)NC1=CC=C(C=C1)N1CCC(CC1)C(F)(F)F)=O)=O tert-butyl(2-(2-oxo-7-((4-(4-(trifluoromethyl)piperidin-1-yl)phenyl)amino) 2H-chromen-3-yl)ethyl)carbamate